CN(C(=O)C=1C=NN(C1C)C(C(C)F)C)C1=CN=NC=C1 N-methyl-1-(2-fluoro-1-methyl-propyl)-5-methyl-N-pyridazin-4-yl-pyrazole-4-carboxamide